bis(trifluoromethyl)aniline methyl-(E)-4-bromo-6-(2-(dimethylamino)vinyl)nicotinate COC(C1=CN=C(C=C1Br)\C=C\N(C)C)=O.FC(F)(F)N(C1=CC=CC=C1)C(F)(F)F